N-(2-((5-bromo-2-chloropyrimidin-4-yl)amino)-4-fluoro-5-hydroxyphenyl)-N-methylsulfonamide BrC=1C(=NC(=NC1)Cl)NC1=C(C=C(C(=C1)F)O)N(S(=O)=O)C